N=1C=NN2C1C1=C(C(=C2)C2=C(C3=C(N2)SC(=C3C)C3=CCN(C=C3)CC(=O)N)C(C)C)CCC1 2-(4-(5-(8,9-Dihydro-7H-cyclopenta[c][1,2,4]triazolo[1,5-a]pyridin-6-yl)-4-isopropyl-3-methyl-6H-thieno[2,3-b]pyrrol-2-yl)pyridin-1-yl)acetamide